Cl.NC=1C2=C(N=CN1)N(C(=C2C2=CC=C(C=C2)OC2=NC(=CC=C2)C)C=2C=C(C=CC2)C=2CN(CC2)C(C=C)=O)C 1-{3-[3-(4-amino-7-methyl-5-{4-[(6-methylpyridin-2-yl)oxy]phenyl}-7H-pyrrolo[2,3-d]pyrimidin-6-yl)phenyl]-2,5-dihydro-1H-pyrrol-1-yl}prop-2-en-1-one hydrochloride